2-[cyano-(2,6-difluoro-4-pyridyl)amino]-N-[[1-(cyclopropylmethyl)cyclopropyl]methyl]-5-methylthiazole-4-carboxamide C(#N)N(C=1SC(=C(N1)C(=O)NCC1(CC1)CC1CC1)C)C1=CC(=NC(=C1)F)F